(S,E)-3-ethylidene-4-(3-hydroxy-4-methoxyphenyl)-1-(3,4,5-trimethoxyphenyl)azetidin-2-one C(/C)=C/1\C(N([C@H]1C1=CC(=C(C=C1)OC)O)C1=CC(=C(C(=C1)OC)OC)OC)=O